ClC1=C(C=C(C=C1)OCC)C=1C=C2CC(C(C2=CC1)NC(O[C@@H]1CN2CCC1CC2)=O)(C)C (S)-quinuclidin-3-yl (5-(2-chloro-5-ethoxyphenyl)-2,2-dimethyl-2,3-dihydro-1H-inden-1-yl)carbamate